CON1C(CC(C2=CC=CC=C12)(C(=O)[O-])NC1=CC(=CC=C1)OC)(C(=O)[O-])C methoxy-4-((3-methoxyphenyl) amino)-2-methyl-1,2,3,4-tetrahydroquinoline-2,4-dicarboxylate